undec-7-en CCCCCCC=CCCC